Glutamyl-Aspartate N[C@@H](CCC(=O)O)C(=O)N[C@@H](CC(=O)[O-])C(=O)[O-]